FC=1C(=NC2=CC=CC=C2C1)C1=CC=C(C=C1)[N+](=O)[O-] 3-Fluoro-2-(4-nitrophenyl)quinoline